5-(2-amino-[1,2,4]triazolo[1,5-a]pyridin-7-yl)-2-methoxy-6-methyl-N-(2-(piperidin-1-ylmethyl)benzyl)nicotinamide NC1=NN2C(C=C(C=C2)C=2C(=NC(=C(C(=O)NCC3=C(C=CC=C3)CN3CCCCC3)C2)OC)C)=N1